O=C1NCCC1C(=O)O 2-oxo-3-pyrrolidinecarboxylic acid